3-(7-bromo-8-fluoro-2-((1-methyl-2-oxabicyclo[2.1.1]hexan-4-yl)methoxy)quinazolin-4-yl)-3,8-diazabicyclo[3.2.1]octane-8-carboxylic acid tert-butyl ester C(C)(C)(C)OC(=O)N1C2CN(CC1CC2)C2=NC(=NC1=C(C(=CC=C21)Br)F)OCC21COC(C2)(C1)C